2-(4-ethylpiperazin-1-yl)ethylamine C(C)N1CCN(CC1)CCN